3,4-epoxy-2-methylcyclohexylmethyl-3,4-epoxy-2-methylcyclohexanecarboxylate calcium [Ca].CC1C(CCC2C1O2)COC(=O)C2C(C1C(CC2)O1)C